ClC1=CC=C(C(=N1)C=1C=CC2=C(C=NOB2O)C1Cl)N[C@H](C)C=1C=C(C=C2C(C(=C(OC12)N1CCC(CC1)(C)C)C)=O)C (R)-8-(1-((6-chloro-2-(5-chloro-1-hydroxy-1H-benzo[d][1,2,6]oxazaborinin-6-yl)pyridin-3-yl)amino)ethyl)-2-(4,4-dimethylpiperidin-1-yl)-3,6-dimethyl-4H-chromen-4-one